7-chloro-5-methyl-4-oxo-1-(1,3-thiazol-2-yl)-1,4-dihydro-1,8-naphthyridine-3-carboxylic acid ethyl ester C(C)OC(=O)C1=CN(C2=NC(=CC(=C2C1=O)C)Cl)C=1SC=CN1